ClC1=C(C=CC=C1)[C@@H]1N2C(COC1)=NC1=C2C=C(C=C1)C=1C=NC(=NC1)N1CC2N(CC1)C(NC2)=O 7-(5-((S)-4-(2-chlorophenyl)-3,4-dihydro-1H-benzo[4,5]imidazo[2,1-c][1,4]oxazin-7-yl)pyrimidin-2-yl)hexahydroimidazo[1,5-a]pyrazin-3(2H)-one